N-(biphenyl-4-yl)-N-{4-(4,4,5,5-tetramethyl-[1,3,2]dioxaborolan-2-yl)phenyl}-N-(1,1':4',1''-terphenyl-4-yl)amine C1(=CC=C(C=C1)N(C1=CC=C(C=C1)C1=CC=C(C=C1)C1=CC=CC=C1)C1=CC=C(C=C1)B1OC(C(O1)(C)C)(C)C)C1=CC=CC=C1